FC1(CCN(CC1)C(=O)NC=1C=C2C(=NNC2=CC1)C(=O)N)F 5-(4,4-difluoropiperidine-1-carboxamido)-1H-indazole-3-carboxamide